C(CCCCCCCCCCCCCCC)(=O)OC(CC(=O)N[C@@H](CCCN)C(=O)O)CCCCCCCCCCCCC N-(3-hexadecanoyloxy-hexadecanoyl)ornithine